methyl 4-[[3-(tert-butoxycarbonyl)bicyclo[3.1.0]hexan-1-yl]amino]-6-chloropyrido[3,2-d]pyrimidine-8-carboxylate C(C)(C)(C)OC(=O)C1CC2(CC2C1)NC=1C2=C(N=CN1)C(=CC(=N2)Cl)C(=O)OC